O1[SiH2][SiH2]O[SiH2][SiH2]1 1,4-dioxa-2,3,5,6-tetra-silacyclohexane